6-(4-methoxybenzyl)-5,5-dimethyl-5,6-dihydro-7H-pyrrolo[3,4-b]pyridin-7-one COC1=CC=C(CN2C(C3=NC=CC=C3C2(C)C)=O)C=C1